5-(4-fluorophenyl)-N-isopropylthiophene-2-carboxamide FC1=CC=C(C=C1)C1=CC=C(S1)C(=O)NC(C)C